FC(C=1C(=C(C=CC1)[C@@H](C)NC1=C2C(=C(N=N1)C)N=CC(=C2)N2CC1(COC1)CC2)F)F (R)-N-(1-(3-(difluoromethyl)-2-fluorophenyl)ethyl)-8-methyl-3-(2-oxa-6-azaspiro[3.4]octane-6-yl)pyrido[2,3-d]pyridazin-5-amine